(R)-N-ethyl-5-fluoro-N-isopropyl-2-((5-(2-(6-((2-methoxyethyl)(methyl)amino)-2-methylhexan-3-yl)-2,6-diazaspiro[3.4]octan-6-yl)-1,2,4-triazin-6-yl)oxy)benzamide C(C)N(C(C1=C(C=CC(=C1)F)OC1=C(N=CN=N1)N1CC2(CN(C2)[C@@H](C(C)C)CCCN(C)CCOC)CC1)=O)C(C)C